C(=C)C1=CC=C(C=C1)C1=CC=C(C=C1)O 4-vinyl-4'-hydroxy-1,1'-biphenyl